(S)-N,N-dibenzyl-2-fluoro-3-methoxypropan-1-amine C(C1=CC=CC=C1)N(C[C@@H](COC)F)CC1=CC=CC=C1